C1(=CC=CC=C1)C=1NC(=C(N1)CO)CO 2-Phenyl-4,5-dihydroxymethylimidazol